6-(tert-butyl)-10-(3-(methylsulfonyl)propoxy)-2-oxo-6,7-dihydro-2H-pyrido[2',1':3,4]pyrazino[1,2-b]indazole-3-carboxylic acid ethyl ester C(C)OC(=O)C=1C(C=C2N(C(CN3N=C4C(=CC=CC4=C32)OCCCS(=O)(=O)C)C(C)(C)C)C1)=O